BrC1=CC(=C(C=C1N1CN(C=C1)CCCC)N1CN(C=C1)CCCC)Br dibromo-1,3-bis(1-butylimidazol-3-yl)benzene